methyl (R)-2-((4-(3-aminopiperidin-1-yl)-3-(but-2-yn-1-yl)-2,6-dioxo-3,6-dihydropyrimidin-1(2H)-yl)methyl)-6-fluorobenzoate N[C@H]1CN(CCC1)C=1N(C(N(C(C1)=O)CC1=C(C(=O)OC)C(=CC=C1)F)=O)CC#CC